methyl 2-(1-ethyl-3-phenyl-1H-indol-2-yl)-3-methylimidazo[1,2-a]pyridine-7-carboxylate C(C)N1C(=C(C2=CC=CC=C12)C1=CC=CC=C1)C=1N=C2N(C=CC(=C2)C(=O)OC)C1C